N-(5-(4-amino-7-bromo-3-(3-fluoro-4-((4-methylpyrimidin-2-yl)oxy)phenyl)thieno[3,2-c]pyridin-2-yl)-6-methylpyridin-2-yl)methacrylamide NC1=NC=C(C2=C1C(=C(S2)C=2C=CC(=NC2C)NC(C(=C)C)=O)C2=CC(=C(C=C2)OC2=NC=CC(=N2)C)F)Br